C(C)C1=CC(=NS1)C(=O)N[C@@H]1C[C@@H](N(CC1)C(=O)OC(C)(C)C)C tert-butyl (2S,4S)-4-(5-ethyl-1,2-thiazole-3-carboxamido)-2-methylpiperidine-1-carboxylate